ClC=1C(=C(NC2=C(NC3=C2C(NCC3)=O)C3=C(C=NC=C3)OCC3CN(CCO3)C)C=CC1)OC 3-(3-Chloro-2-methoxyanilino)-2-(3-{[4-methylmorpholin-2-yl]methoxy}pyridin-4-yl)-1,5,6,7-tetrahydro-4H-pyrrolo[3,2-c]pyridin-4-one